methyl 2-((S)-1-(4-(6-((4-cyano-2-fluorobenzyl) amino) pyridin-2-yl) piperidin-1-yl) ethyl)-1-(((S)-oxetan-2-yl) methyl)-1H-benzo[d]imidazole-6-carboxylate C(#N)C1=CC(=C(CNC2=CC=CC(=N2)C2CCN(CC2)[C@@H](C)C2=NC3=C(N2C[C@H]2OCC2)C=C(C=C3)C(=O)OC)C=C1)F